1-((4-cyclopropylnaphthalen-1-yl)methyl)-1H-pyrrole-2-carboxylic acid C1(CC1)C1=CC=C(C2=CC=CC=C12)CN1C(=CC=C1)C(=O)O